2-(4-Chloro-3-fluoro-phenyl)-N-(2-dimethylamino-6-fluoro-4-oxo-4H-quinazolin-3-yl)-acetamide ClC1=C(C=C(C=C1)CC(=O)NN1C(=NC2=CC=C(C=C2C1=O)F)N(C)C)F